(S)-Thiourea NC(=S)N